hydroxylmethylbenzene OCC1=CC=CC=C1